C(CC)(=O)ON1C(N(CC1)OC)(OOCC1=CC=CC=C1)OC dimethoxybenzyldioxyimidazolidinyl propionate